benzyl-7'-(2,6-dioxopiperidin-3-yl)-6',8'-dioxa-7',8'-dihydro-3'H,6'H-spiro[piperidine-4,2'-[1,4]dioxino[2,3-f]isoindole]-1-carboxylic acid C(C1=CC=CC=C1)C1OC=2C(=CC=3ON(OC3C2)C2C(NC(CC2)=O)=O)OC12CCN(CC2)C(=O)O